tert-butyl [(5S)-6-amino-5-{[2-(3-methoxyphenyl)[1,2,4]triazolo[1,5-c]quinazolin-5-yl]amino}-6-oxohexyl]carbamate NC([C@H](CCCCNC(OC(C)(C)C)=O)NC1=NC=2C=CC=CC2C=2N1N=C(N2)C2=CC(=CC=C2)OC)=O